NC=1C(=C(C(=O)NCCF)C(=CC1)F)F 3-amino-2,6-difluoro-N-(2-fluoroethyl)benzamide